FC=1N=C(SC1CN1[C@H](C[C@H](C1)OC1=NC=CC=2C1=NC=CN2)C)NC(C)=O N-(4-fluoro-5-(((2S,4R)-2-methyl-4-(pyrido[3,4-b]pyrazin-5-yloxy)pyrrolidin-1-yl)methyl)thiazol-2-yl)acetamide